C(C1=CC=CC=C1)N1C=CC2=CC(=CC=C12)NC(C=C)=O N-(1-benzyl-1H-indol-5-yl)-acrylamide